Pentadecylammonium C(CCCCCCCCCCCCCC)[NH3+]